C[C@H]1N(CCOC1)C1=NC2=C(N=CC=C2C(=C1)N=S1(CCOCC1)=O)C1=CC=NN1 N-{2-[(3R)-3-methylmorpholin-4-yl]-8-(1H-pyrazol-5-yl)-1,7-naphthyridin-4-yl}-1,4λ4-oxathian-4-imine 4-oxide